methyl-3-hydroxy-L-tyrosine monohydrate O.CN[C@@H](CC1=CC(=C(C=C1)O)O)C(=O)O